5-cyano-6-methylsulfonyl-2-Pyridinecarboxamide ethyl-(E)-2-amino-2-((2-(3,5-difluorophenyl)-5-oxopyrrolidin-1-yl)imino)acetate C(C)OC(\C(=N/N1C(CCC1=O)C1=CC(=CC(=C1)F)F)\N)=O.C(#N)C=1C=CC(=NC1S(=O)(=O)C)C(=O)N